ClC1=C(C=C(C(=C1)F)N1C(N(C(=CC1=O)C(F)(F)F)C)=O)C1=NOC2(C1CCC2)C(=O)O 3-{2-chloro-4-fluoro-5-[3-methyl-2,6-dioxo-4-(trifluoromethyl)-3,6-dihydropyrimidin-1(2H)-yl]phenyl}-3a,4,5,6-tetrahydro-6aH-cyclopenta[d][1,2]oxazole-6a-carboxylic acid